1-(4-(5-(1H-pyrrolo[2,3-b]pyridin-4-yl)pyridin-3-yl)phenyl)pyrrolidin-2-one N1C=CC=2C1=NC=CC2C=2C=C(C=NC2)C2=CC=C(C=C2)N2C(CCC2)=O